7-chloro-5-(o-tolyl)imidazo[1,2-a]quinoxalin-4(5H)-one ClC=1C=C2N(C(C=3N(C2=CC1)C=CN3)=O)C3=C(C=CC=C3)C